C(C)NC=1C=C(C=2N(C1)N=CC2C#N)C=2C=NC(=CC2)N2CC1N(C(C2)C1)CC=1C=NC(=CC1)N1N=CC(=C1)F 6-(ethylamino)-4-(6-(6-((6-(4-fluoro-1H-pyrazol-1-yl)pyridin-3-yl)Methyl)-3,6-diazabicyclo[3.1.1]heptan-3-yl)pyridin-3-yl)pyrazolo[1,5-a]pyridine-3-carbonitrile